1-(3,5-difluoro-2-hydroxylphenyl)ethan-1-one FC=1C(=C(C=C(C1)F)C(C)=O)O